prop-2-ynyl-benzenesulfonamide C(C#C)C1=C(C=CC=C1)S(=O)(=O)N